tert-butyl 6-(3-cyano-4-(5-ethyl-1H-indazol-4-yl) quinolin-2-yl)-2,6-diazaspiro[3.4]octane-2-carboxylate C(#N)C=1C(=NC2=CC=CC=C2C1C1=C2C=NNC2=CC=C1CC)N1CC2(CN(C2)C(=O)OC(C)(C)C)CC1